4,5-dibromo-1,2-dimethoxybenzene copper bis(2-ethylhexanoate) copper [Cu+2].C(C)C(C(=O)[O-])CCCC.C(C)C(C(=O)[O-])CCCC.[Cu+2].BrC1=CC(=C(C=C1Br)OC)OC